CN[C@@H](CO)C(=O)[O-] N-methyl-L-serinate